N1(CCCC1)CC(C)N 1-(1-pyrrolidinyl)-2-propylamine